C(C1=CC=CC=C1)O[C@H]1[C@H]([C@@H](O[C@]1(CO)COCC1=CC=CC=C1)N1C=2N=C(NC(C2N=C1)=O)NC(C(C)C)=O)O N-[9-[(2R,3R,4S,5R)-4-benzyloxy-5-(benzyloxymethyl)-3-hydroxy-5-(hydroxymethyl)tetrahydrofuran-2-yl]-6-oxo-1H-purin-2-yl]-2-methylpropanamide